C(#N)C1=C(SC2=C1C(=NC=C2F)C=2C1=C(C=3C=NC(=NC3C2F)N2C[C@@H]([C@H](C2)NC(C)C)O)COC1)NC(OC(C)(C)C)=O tert-Butyl (3-cyano-7-fluoro-4-(5-fluoro-3-((3S,4S)-3-hydroxy-4-(isopropylamino)pyrrolidin-1-yl)-7,9-dihydrofuro[3,4-f]quinazolin-6-yl)thieno[3,2-c]pyridin-2-yl)carbamate